4-(9-methyl-4,9-dihydro-3H-pyrido[3,4-b]indol-1-yl)-2-methylidenepentanoic acid methyl ester COC(C(CC(C)C1=NCCC2=C1N(C1=CC=CC=C21)C)=C)=O